6-bromo-1-(cyclobutylmethyl)-3,4-dihydroquinazolin-2(1H)-one BrC=1C=C2CNC(N(C2=CC1)CC1CCC1)=O